OC1=CC=2C=CC3=CC(=C(C=C3C2C(=C1)C)C)O 2,7-dihydroxy-4,6-dimethylphenanthrene